2-bromo-7-tert-butyl-2'-chloro-9,9'-spirobifluorene BrC1=CC=2C3(C4=CC(=CC=C4C2C=C1)C(C)(C)C)C1=CC=CC=C1C=1C=CC(=CC13)Cl